C(C=C)(=O)OC1(CCCC1)CC 1-ethylcyclopentyl acrylate